C([C@H](CC)C=1N=C2N(C(C1CC)=O)C1=C(N2)C=CC=C1)([2H])([2H])[2H] (R)-2-(Butan-2-yl-1,1,1-d3)-3-ethylbenzo[4,5]imidazo[1,2-a]pyrimidin-4(10H)-one